2-(((chloromethyl)sulfonyl)oxy)glutaric acid ClCS(=O)(=O)OC(C(=O)O)CCC(=O)O